2,3-dichloro-4-hydroxy-1-acryloyloxynaphthalene ClC1=C(C2=CC=CC=C2C(=C1Cl)O)OC(C=C)=O